3-(2-methoxypyridin-4-yl)bicyclo[4.2.0]octa-1(6),2,4-trien-2-amine COC1=NC=CC(=C1)C1=C(C=2CCC2C=C1)N